6-Fluoro-8-(7-fluoro-1H-indazol-4-yl)-9-methoxy-1,4,4-trimethyl-5H-[1,2,4]triazolo[4,3-a]quinoxaline FC1=C2NC(C=3N(C2=C(C(=C1)C1=C2C=NNC2=C(C=C1)F)OC)C(=NN3)C)(C)C